1,4-bis(11,12-diphenylindolo[2,3-a]carbazol-5-yl)benzene C1(=CC=CC=C1)N1C2=CC=CC=C2C2=CC(=C3C(=C12)N(C=1C=CC=CC13)C1=CC=CC=C1)C1=CC=C(C=C1)C1=C3C(=C2N(C4=CC=CC=C4C2=C1)C1=CC=CC=C1)N(C=1C=CC=CC13)C1=CC=CC=C1